N=1C2=C(OCC1)C=CC1=CC=CC=C12 naphth[2,1-b][1,4]oxazine